(3E)-12,12-dihexanoxy-3-dodecen-1-ol C(CCCCC)OC(CCCCCCC/C=C/CCO)OCCCCCC